3,3-difluoro-1-(9-fluoro-3,5-dihydro-2H-pyrido[3,4-f][1,4]oxazepin-4-yl)-2,2-dimethyl-propan-1-one FC(C(C(=O)N1CCOC2=C(C1)C=NC=C2F)(C)C)F